trans-N-(3-(6-(Dimethylamino)pyridin-3-yl)phenyl)-4-hydroxy-N-((trans-4-(5-methoxy-6-methylpyridin-2-yl)cyclohexyl)methyl)cyclohexanecarboxamide CN(C1=CC=C(C=N1)C=1C=C(C=CC1)N(C(=O)[C@@H]1CC[C@H](CC1)O)C[C@@H]1CC[C@H](CC1)C1=NC(=C(C=C1)OC)C)C